C(C)(C)(C)OC(/N=C\1/N(C(C[C@@](N1)(C)C1=C(C(=CC=C1)NC(C1=CC(=CC=C1)C#N)=O)Cl)=O)[C@@H]1C[C@@H](C(CC1)(F)F)C)=O (NE)-N-[(4S)-4-{2-chloro-3-[(3-cyanobenzoyl)amino]phenyl}-1-[(1S,3S)-4,4-difluoro-3-methylcyclohexyl]-4-methyl-6-oxohexahydropyrimidin-2-ylidene]-carbamic acid tert-butyl ester